3-[[(3R,4R)-4-[4-Chloro-2-(5-fluoro-2-pyridyl)-1H-imidazol-5-yl]-3-methyl-1-piperidyl]sulfonyl]-2,2-dimethyl-propanoic acid ClC=1N=C(NC1[C@H]1[C@H](CN(CC1)S(=O)(=O)CC(C(=O)O)(C)C)C)C1=NC=C(C=C1)F